C(C1=CC=CC=C1)SC=1N=C(N(C1C)COCC[Si](C)(C)C)C(NC1=NC(=C(C=C1)F)C)C1=CC(=C(C=C1)F)F N-((4-(benzylthio)-5-methyl-1-((2-(trimethylsilyl)ethoxy)methyl)-1H-imidazol-2-yl)(3,4-difluorophenyl)methyl)-5-fluoro-6-methylpyridin-2-amine